2-((2-((4-(((3-(1-methacryloylpiperidin-3-yl)phenyl)amino)methyl)phenyl)amino)-5-(trifluoromethyl)pyrimidin-4-yl)amino)-N-methylbenzeneFormamide C(C(=C)C)(=O)N1CC(CCC1)C=1C=C(C=CC1)NCC1=CC=C(C=C1)NC1=NC=C(C(=N1)NC1=C(C=CC=C1)C(=O)NC)C(F)(F)F